ClC=1C(=C(COC2=CC=C(C=C2)C2=NOC(=C2)[C@@H]([C@@](CN2N=NN=C2)(O)C2=C(C=C(C=C2)F)F)C)C=CC1)F (2R,3R)-3-(3-(4-(3-chloro-2-fluorobenzyloxy)phenyl)isoxazol-5-yl)-2-(2,4-difluorophenyl)-1-(1H-tetrazol-1-yl)butan-2-ol